m-(2-amino-6-ethynyl-4-pyrimidinyl)benzonitrile NC1=NC(=CC(=N1)C=1C=C(C#N)C=CC1)C#C